2,4-diphenoxy-1,3,5-triazole O(C1=CC=CC=C1)C=1NN=C(N1)OC1=CC=CC=C1